OC1=C(C=C(C=C1)C1=CC(=C(C=C1)O)C(=O)O)C(=O)O 4,4'-dihydroxy-3,3'-biphenyl-dicarboxylic acid